BrC=1C=C2C(=NN(CC2=CC1)CC1=CC=C(C=C1)OC)OC1C(C1)(F)Br 6-bromo-4-(2-bromo-2-fluorocyclopropoxy)-2-(4-methoxybenzyl)phthalazin